Iodopropyl Butylcarbamate C(CCC)NC(OCCCI)=O